2-{4-Amino-1-cyclopropyl-1H-pyrazolo[3,4-d]pyrimidin-3-yl}-N-methyl-1H-indole-6-carboxamide NC1=C2C(=NC=N1)N(N=C2C=2NC1=CC(=CC=C1C2)C(=O)NC)C2CC2